CC(C(N)N)CCC.C(CCCCC(=O)O)(=O)O adipic acid 2-methyl-pentanediamine salt